(R)-2-((1-(2-(isoindolin-2-yl)-6-methyl-3-morpholino-4-oxo-3,4-dihydroquinazolin-8-yl)ethyl)amino)benzoic acid C1N(CC2=CC=CC=C12)C1=NC2=C(C=C(C=C2C(N1N1CCOCC1)=O)C)[C@@H](C)NC1=C(C(=O)O)C=CC=C1